ON=C(N)C1CCCC1 N'-hydroxycyclopentane-1-carboxamidine